BrC=1C(=C2C(=NC1)N(C=C2)[Si](C(C)C)(C(C)C)C(C)C)C(=O)C2[C@@H]1CC3CC(CC2C3)(C1)OC1OCCCC1 (5-bromo-1-(triisopropylsilyl)-1H-pyrrolo[2,3-b]pyridin-4-yl)((1R,2S,5R)-5-((tetrahydro-2H-pyran-2-yl)oxy)adamantan-2-yl)methanone